C(C)(=O)C1=NC=CC(C1OC(=O)C(C)(C)C)=O 2-acetyl-3-t-butylcarbonyloxy-pyridin-4-one